N-(2-chloro-3'-(7-chloro-5-(hydroxymethyl)benzo[d]oxazol-2-yl)-2'-methyl-[1,1'-biphenyl]-3-yl)-1,5-dimethyl-4,5,6,7-tetrahydro-1H-imidazo[4,5-c]pyridine-2-carboxamide ClC1=C(C=CC=C1NC(=O)C=1N(C2=C(CN(CC2)C)N1)C)C1=C(C(=CC=C1)C=1OC2=C(N1)C=C(C=C2Cl)CO)C